C(O[C@@]1(CCC=2C=CN(C2C1)S(=O)(=O)C1=CC=C(C)C=C1)C(F)(F)F)([2H])([2H])[2H] (R)-6-(methoxy-d3)-1-tosyl-6-(trifluoromethyl)-4,5,6,7-tetrahydro-1H-indole